tert-butyl 2-{2-fluoro-6-[3-(hydroxymethyl)azetidin-1-yl]pyridin-3-yl}-5-hydroxy-1H-indole-1-carboxylate FC1=NC(=CC=C1C=1N(C2=CC=C(C=C2C1)O)C(=O)OC(C)(C)C)N1CC(C1)CO